3,3-bis[(3-cyclohexene-1-ylmethoxy)methyl]oxetane C1(CC=CCC1)COCC1(COC1)COCC1CC=CCC1